4-amino-1,1'-azobenzene-3,4'-disulfonic acid sodium salt C1=CC(=CC=C1N=NC2=CC(=C(C=C2)N)S(=O)(=O)[O-])S(=O)(=O)[O-].[Na+].[Na+]